C1(CC1)C1=NN(C=C1C(=O)N)C1=CC(=NC=C1)CC1=CC(=CC(=C1)C(F)(F)F)F 3-Cyclopropyl-1-(2-(3-fluoro-5-(trifluoromethyl)benzyl)pyridin-4-yl)-1H-pyrazol-4-carboxamid